3-Iodo-4-methoxy-N-(4-(morpholinosulfonyl)phenyl)benzamide IC=1C=C(C(=O)NC2=CC=C(C=C2)S(=O)(=O)N2CCOCC2)C=CC1OC